BrC=1C=C(C(=NC1)CO)NC(OCC1=CC=CC=C1)=O benzyl N-[5-bromo-2-(hydroxymethyl)pyridin-3-yl]carbamate